CN(C)CC(C(=O)OC(C)(C)C)(C(=O)OC)OCC(=C)C1=C(C=CC(=C1)C(=O)OC)F 1-(tert-butyl) 3-methyl 2-((dimethylamino)methyl)-2-((2-(2-fluoro-5-(methoxycarbonyl)phenyl)allyl)oxy)malonate